[N+](=O)([O-])C=1C=C(C=CC1)S (3-nitrophenyl)sulfane